bis[di-t-butyl-(4-dimethylaminophenyl)phosphine] palladium (II) dichloride [Pd](Cl)Cl.C(C)(C)(C)P(C1=CC=C(C=C1)N(C)C)C(C)(C)C.C(C)(C)(C)P(C1=CC=C(C=C1)N(C)C)C(C)(C)C